(2R,3S,5R)-5-(6-amino-2-fluoro-9H-purin-9-yl)-2-((E)-3-fluoroprop-1-en-1-yl)-2-(hydroxymethyl)tetrahydrofuran-3-ol NC1=C2N=CN(C2=NC(=N1)F)[C@H]1C[C@@H]([C@](O1)(CO)\C=C\CF)O